1,3-bisacrylamido-5-iodobenzene C(C=C)(=O)NC1=CC(=CC(=C1)I)NC(C=C)=O